[4-(2-phenoxyacetylamino)phenyl]acetamide O(C1=CC=CC=C1)CC(=O)NC1=CC=C(C=C1)CC(=O)N